3-((2,5-dichloro-4-((5-cyclopropyl-3-(2,6-dichlorophenyl)isoxazol-4-yl)methoxy)phenyl)ethynyl)benzoic acid ClC1=C(C=C(C(=C1)OCC=1C(=NOC1C1CC1)C1=C(C=CC=C1Cl)Cl)Cl)C#CC=1C=C(C(=O)O)C=CC1